C(C)(C)(C)C1=NC(=NO1)C(=O)NCC1=C(C=C(C=C1)C1=NC=NN2C1=CC(=C2)C2=CC=C(C=C2)CN2CCC(CC2)OC2=CC=C(C=C2)NC2C(NC(CC2)=O)=O)C 5-(tert-butyl)-N-(4-(6-(4-((4-(4-((2,6-dioxopiperidin-3-yl)amino)phenoxy)piperidin-1-yl)methyl)phenyl)pyrrolo[2,1-f][1,2,4]triazin-4-yl)-2-methylbenzyl)-1,2,4-oxadiazole-3-carboxamide